3-(4-(4-hydroxybenzoyl)piperidin-1-yl)propanoic acid OC1=CC=C(C(=O)C2CCN(CC2)CCC(=O)O)C=C1